ClC=1C=C(C=O)C=C(C1)CO 3-Chloro-5-(hydroxymethyl)benzaldehyde